(2-chloroethyl)-3-(3,3-difluorocyclobutyl)urea ClCCNC(=O)NC1CC(C1)(F)F